aminotropane N[C@]12CCC[C@H](CC1)N2C